C(CCCCC)OC(C1=C(C=CC(=C1)NC1=CC=C(C=C1)N)N)=O 2-amino-5-((4-aminophenyl)amino)benzoic acid hexyl ester